O=CC[C@](C)([N+](=O)[O-])[C@@H](OC)[C@@H](O)C evernitrose